1-(2-(4-methoxyphenyl)-6-methylnicotinoyl)-4-p-tolylthiosemicarbazide COC1=CC=C(C=C1)C1=C(C(=O)NNC(=S)NC2=CC=C(C=C2)C)C=CC(=N1)C